OC=1C=C(C=CC1)P(O)(O)=O 3-hydroxyphenyl-phosphonic acid